FC=1C=CC(=C2CC[C@H](C12)N)C1=C(C=C(C=C1C)OCCCS(=O)(=O)C)C (R)-7-fluoro-4-[4-(3-methanesulfonyl-propyloxy)-2,6-dimethyl-phenyl]Indan-1-ylamine